ClC1=CC=C(C=C1)C1=C(CCC(C1)(C)C)CN1CC2CCC(C1)N2C(=O)C=2C=C1CN(C(C1=CC2F)=O)C2C(NC(CC2)=O)=O 3-(5-(3-((4'-chloro-5,5-dimethyl-3,4,5,6-tetrahydro-[1,1'-biphenyl]-2-yl)methyl)-3,8-diazabicyclo[3.2.1]octane-8-carbonyl)-6-fluoro-1-oxoisoindolin-2-yl)piperidine-2,6-dione